Methyl-3,7-dioxo-6α-ethyl-5β-cholan-24-oate COC(CC[C@@H](C)[C@H]1CC[C@H]2[C@@H]3C([C@@H]([C@@H]4CC(CC[C@]4(C)[C@H]3CC[C@]12C)=O)CC)=O)=O